1-(1H-Indol-4-yl)-3-((2-(trimethylsilyl)ethoxy)methyl)dihydropyrimidine-2,4(1H,3H)-dione N1C=CC2=C(C=CC=C12)N1C(N(C(CC1)=O)COCC[Si](C)(C)C)=O